3-p-chlorobenzylthio-5,5-dimethyl-4,5-dihydroisoxazole ClC1=CC=C(CSC2=NOC(C2)(C)C)C=C1